5-(3-piperidinyl)-2-pyridinamine N1CC(CCC1)C=1C=CC(=NC1)N